tert-butyl (3-(1-(4-methoxybenzyl)-1H-1,2,3-triazol-4-yl)bicyclo[1.1.1]pentan-1-yl)carbamate COC1=CC=C(CN2N=NC(=C2)C23CC(C2)(C3)NC(OC(C)(C)C)=O)C=C1